1,1-diethyl-2-[3-((indan-2-yl)(phenyl)amino)propyl]piperidinium iodide [I-].C(C)[N+]1(C(CCCC1)CCCN(C1=CC=CC=C1)C1CC2=CC=CC=C2C1)CC